N-[5-[4-[[(2S,3R)-1,2-dimethylazetidin-3-yl]oxymethyl]-2-methyl-pyrazol-3-yl]pyrazolo[1,5-a]pyridin-2-yl]cyclopropanecarboxamide CN1[C@H]([C@@H](C1)OCC1=C(N(N=C1)C)C1=CC=2N(C=C1)N=C(C2)NC(=O)C2CC2)C